[K].[K].C1(=CC=CC=2C(C3=CC=CC(=C3C(C12)=O)S(=O)(=O)O)=O)S(=O)(=O)O anthraquinone-1,8-disulfonic acid dipotassium